N-[4-hydroxy-6-(o-tolyl)-5-(1,1,2,2,2-pentafluoroethyl)pyrimidin-2-yl]-1-methyl-pyrazole-4-sulfonamide OC1=NC(=NC(=C1C(C(F)(F)F)(F)F)C1=C(C=CC=C1)C)NS(=O)(=O)C=1C=NN(C1)C